NCCCCN1C2=NC=NC(=C2N=C1CCCC)N 9-(4-aminobutyl)-8-butyl-9H-purin-6-amine